C(C)C1(CCC(CC1)NC=1N=CC2=C(N1)NC=C2C=2C=CC=1N(C2)C(=NN1)C)O (1s,4s)-1-ethyl-4-((5-(3-methyl-[1,2,4]triazolo[4,3-a]pyridin-6-yl)-7H-pyrrolo[2,3-d]pyrimidin-2-yl)amino)cyclohexan-1-ol